CN(C1CCNCC1)CC1=NC=CC=N1 N-methyl-N-(pyrimidin-2-ylmethyl)piperidin-4-amine